ClC1(CC1)C(CN1N=CNC1=S)(CC1=C(C=CC=C1)Cl)O 2-[2-(1-chlorocyclopropyl)-3-(2-chlorophenyl)-2-hydroxypropyl]-2,4-dihydro-3H-1,2,4-triazole-3-thione